C(C)C1=CC=CC2=C(C3=CC=CC=C3C(=C12)OC(CCCCCCC)=O)OC(CCCCCCC)=O 1-ethyl-9,10-bis(n-octanoyloxy)anthracene